C1CCC2=C(C=3CCCC3C=C12)NC(=O)NS(=O)(=O)\C=C\CN1CCCC1 (E)-N-((1,2,3,5,6,7-hexahydro-s-indacen-4-yl)carbamoyl)-3-(pyrrolidin-1-yl)prop-1-ene-1-sulfonamide